5-(7H-pyrrolo[2,3-d]pyrimidin-4-yl)-5-azaspiro[2.5]octane-8-carboxamide N1=CN=C(C2=C1NC=C2)N2CC1(CC1)C(CC2)C(=O)N